CSC1=NC=C(C=C1)B1OC(C(O1)(C)C)(C)C 2-Methylsulfanyl-5-(4,4,5,5-tetramethyl-1,3,2-dioxaborolan-2-yl)pyridine